FC1=CC2=C(CC3(CCN(CC3)C(=O)OC(C)(C)C)O2)C=C1[N+](=O)[O-] tert-Butyl 6-fluoro-5-nitro-spiro[3H-benzofuran-2,4'-piperidine]-1'-carboxylate